2-fluoro-4-(1H-1,2,3-triazol-1-yl)benzonitrile FC1=C(C#N)C=CC(=C1)N1N=NC=C1